ClC=1C=CC(=C(C1)C1=CC(N(C=C1OC)C(C(=O)NC1=CC=C(C(=O)O)C=C1)CC1=CC=CC=C1)=O)C(CC1CC1)=O 4-(2-(4-(5-chloro-2-(2-cyclopropylacetyl)phenyl)-5-methoxy-2-oxopyridin-1(2H)-yl)-3-phenylpropionamido)benzoic acid